N-methyl-N-(piperidin-4-ylmethyl)benzamide CN(C(C1=CC=CC=C1)=O)CC1CCNCC1